C(C)C=1C(NC=2C=C(C=NC2C1)CN1CCC(CC1)C=1C=CC(=NC1)C(=O)NC)=O 5-{1-[(7-ethyl-6-oxo-5H-1,5-naphthyridin-3-yl)methyl]piperidin-4-yl}-N-methylpyridine-2-carboxamide